2-indenyl phosphate P(=O)(OC=1CC2=CC=CC=C2C1)([O-])[O-]